O(S(=O)(=O)C(F)(F)F)C=1C(=NC(=C2C=C(C(N(C12)C)=O)C1(CCN(CC1)C(C)=O)O)Cl)C 3-(1-acetyl-4-hydroxypiperidin-4-yl)-5-chloro-1,7-dimethyl-2-oxo-1,2-dihydro-1,6-Naphthyridin-8-yl triflate